C(C)(C)(C)OC(=O)NCC1=CC=C(C=C1)/C=C/C(=O)OC Methyl (E)-3-(4-(((tert-butoxycarbonyl)amino)methyl)phenyl)acrylate